C(C1=CC=CC=C1)N1[C@@H](C[C@H](C[C@H]1C)O)CC#N 2-[(2R,4S,6R)-1-benzyl-4-hydroxy-6-methylpiperidin-2-yl]acetonitrile